ClC1=CC(=C(C=C1)NC=1C(=C(C=NC1)C(=O)OC)C(F)(F)F)F methyl 5-[(4-chloro-2-fluorophenyl)amino]-4-(trifluoromethyl)pyridine-3-carboxylate